6-(1,6-Diazaspiro[3.3]heptan-6-yl)-N-(6-(2,2,2-trifluoroethoxy)pyridin-3-yl)pyrido[3,2-d]pyrimidin-4-amine N1CCC12CN(C2)C=2C=CC=1N=CN=C(C1N2)NC=2C=NC(=CC2)OCC(F)(F)F